(S)-3-chloro-N-(1-(5-(3-(2-chloro-7-(1-methoxyethyl)pyrazolo[1,5-a]pyrimidin-6-yl)ureido)-3-(trifluoromethyl)pyridin-2-yl)-1H-pyrazol-4-yl)propanamide ClCCC(=O)NC=1C=NN(C1)C1=NC=C(C=C1C(F)(F)F)NC(=O)NC=1C=NC=2N(C1[C@H](C)OC)N=C(C2)Cl